2-{3-methoxy-4-[(1r,3r)-3-(dimethylamino)cyclobutoxy]phenylamino}-4-[6-(trifluoromethyl)-3-quinolylamino]pyrimidine COC=1C=C(C=CC1OC1CC(C1)N(C)C)NC1=NC=CC(=N1)NC=1C=NC2=CC=C(C=C2C1)C(F)(F)F